FC(C)(F)C1=NC(=CC(=N1)N1N=C(C=2C=NC(=CC21)NC(OC)=O)N2CC(CC2)N(C)C)CC methyl (1-(2-(1,1-difluoroethyl)-6-ethylpyrimidin-4-yl)-3-(3-(dimethylamino)pyrrolidin-1-yl)-1H-pyrazolo[4,3-c]pyridin-6-yl)carbamate